CSC1=NC=C(C=N1)N1C(NC(CC1)=O)=O 1-[2-(methylthio)pyrimidin-5-yl]-5,6-dihydropyrimidine-2,4(1H,3H)-dione